diphenyl (1-((2-(((4-fluorophenyl)sulfonyl)methyl)benzyl)amino)butyl)phosphonate FC1=CC=C(C=C1)S(=O)(=O)CC1=C(CNC(CCC)P(OC2=CC=CC=C2)(OC2=CC=CC=C2)=O)C=CC=C1